CC1=CC=CC=C1.C(CCCCC(C)C)OP(=O)(OCCCCCC(C)C)Cl diisooctyl-chlorophosphate-toluene